C(C)(C)(C)C1=CC(=NO1)C(=O)NC1=CC(=C(C=C1)C)N1N=CC(=C1)C=1C=NC=C(C1)C(=O)N1CCN(CC1)C 5-(tert-butyl)-N-(4-methyl-3-(4-(5-(4-methylpiperazine-1-carbonyl)pyridin-3-yl)-1H-pyrazol-1-yl)phenyl)isoxazole-3-carboxamide